NC=1C=C(C(=O)NC2=CC=C(C=C2)[Si](C)(C)OC)C=C(C1)N 3,5-diamino-N-(4-(methoxydimethylsilyl)phenyl)benzamide